C1(=CC=CC=C1)N1NC(=CC1C=1C2=CC=CC=C2N=C2C=CC=CC12)C=CC=1C2=CC=CC=C2N=C2C=CC=CC12 1-phenyl-3-(9-acridinylvinyl)-5-(9-acridinyl)pyrazoline